((2-(trifluoromethyl)pyridin-4-yl)oxy)benzonitrile FC(C1=NC=CC(=C1)OC1=C(C#N)C=CC=C1)(F)F